7-bromofuro[2,3-c]pyridine BrC=1N=CC=C2C1OC=C2